ClC1N(C=CC=C1C(C)(C)O)C1=NC=C(C(=C1)N1CC=C(C=C1C)OCC1=NC=C(C=C1F)F)CC chloro-5'-ethyl-4''-((3,5-difluoropyridin-2-yl)methoxy)-3-(2-hydroxypropan-2-yl)-6''-methyl-2H,2''H-[1,2':4',1''-terpyridin]